BrCCCCCCCCCCBr 1,10-dibromo-n-decane